FC1=C2C=C(N=NC2=CC(=C1)C=1CCNCC1)C1=CC2=CN(N=C2C=C1)C 5-[5-fluoro-7-(1,2,3,6-tetrahydropyridin-4-yl)cinnolin-3-yl]-2-methyl-2H-indazole